C(C)OC1=CN=CC(=N1)C=1C=CC(=NC1)NC(C(C)(C=1N=C(SC1)NS(=O)(=O)C)C)=O N-(5-(6-ethoxypyrazin-2-yl)pyridin-2-yl)-2-methyl-2-(2-(methylsulfonamido)thiazol-4-yl)propanamide